ClC=1C(=CC2=C(C(C=C(O2)[C@H]2OCCC2)=O)C1)C (S)-6-chloro-7-methyl-2-((S)-tetrahydrofurane-2-yl)benzopyran-4-one